N1=CNC(C2=C1C=NC=N2)=O pyrimido[5,4-d]pyrimidin-4-on